C1=C(C(=CC(=C1O)O)O)CC(=O)O The molecule is a benzenetriol that is phenylacetic acid carrying three hydroxy substituents at positions 2, 4 and 5. It has a role as a human urinary metabolite and a human xenobiotic metabolite. It is a benzenetriol and a member of phenylacetic acids. It is a conjugate acid of a 2,4,5-trihydroxyphenylacetate.